FC=1C=C2C(=C(NC2=CC1)C(=O)OCC(C)C)C=1N=NN(C1)CC1CCN(CC1)CCNS(=O)(=O)CC1=CC=C(C=C1)C isobutyl 5-fluoro-3-(1-((1-(2-((p-tolylmethyl)sulfonamido)ethyl)piperidin-4-yl)methyl)-1H-1,2,3-triazol-4-yl)-1H-indole-2-carboxylate